tert-butyl-(1-(4-methylbenzyl)-3-(1-(2-(pyridin-3-yl)acetamido)-3-(p-tolyl)propan-2-yl)-1,3-dihydro-2H-benzo[d]imidazol-2-ylidene)carbamate C(C)(C)(C)OC(N=C1N(C2=C(N1CC1=CC=C(C=C1)C)C=CC=C2)C(CNC(CC=2C=NC=CC2)=O)CC2=CC=C(C=C2)C)=O